2-Pentylheptyl (S)-2-((tert-butoxycarbonyl)amino)-3-(3,5-difluorophenyl)propanoate C(C)(C)(C)OC(=O)N[C@H](C(=O)OCC(CCCCC)CCCCC)CC1=CC(=CC(=C1)F)F